ethyl 3-(3-((benzyloxy)methyl)-2-(4,4,5,5-tetramethyl-1,3,2-dioxaborolan-2-yl)bicyclo[1.1.1]pentan-1-yl)propanoate C(C1=CC=CC=C1)OCC12C(C(C1)(C2)CCC(=O)OCC)B2OC(C(O2)(C)C)(C)C